(2R,5S)-5-[2-(4-Chloro-3-fluorophenoxy)acetamido]-2-[6-(trifluoromethyl)-1,3-benzoxazol-2-yl]piperidin ClC1=C(C=C(OCC(=O)N[C@H]2CC[C@@H](NC2)C=2OC3=C(N2)C=CC(=C3)C(F)(F)F)C=C1)F